O[C@H]1C[C@@H](O)[C@H](O)[C@H](O1)CO 2-deoxy-β-D-glucopyranose